NC=1C=C2CCN(C(C2=CC1)(C)C)C(=O)OC(C)(C)C tert-butyl 6-amino-1,1-dimethyl-3,4-dihydroisoquinoline-2(1H)-carboxylate